methyl 2-[4-[3-[1-(5-chloropyrimidin-2-yl)-4-piperidyl]propoxy]-2-fluoro-phenyl]acetate ClC=1C=NC(=NC1)N1CCC(CC1)CCCOC1=CC(=C(C=C1)CC(=O)OC)F